C(C)C1=C=C2C3=NNC4=CC=C(OCCCNC(OCCN1N2)=O)C=C34 4-ethyl-8,14-dioxa-5,10,19,20,23-pentaazatetracyclo[13.5.2.12,5.018,21]tricosa-1(20),2(3),3,15,17,21-hexaen-9-one